ClC=1C(NN=CC1N1C[C@@H](CC1)OC1=NC=CC(=C1)N1CC2CCC(C1)N2C)=O 4-chloro-5-((3R)-3-((4-(8-methyl-3,8-diazabicyclo[3.2.1]octan-3-yl)pyridin-2-yl)oxy)pyrrolidin-1-yl)pyridazin-3(2H)-one